ClC1=NC2=CC=CC=C2C(=C1)OC1=C(C=C(C#N)C=C1C)C 4-((2-chloroquinolin-4-yl)oxy)-3,5-dimethylbenzonitrile